tert-butyl rac-(3S)-3-methyl-6-[2-[rac-(3S,4S)-1,3-dimethyl-4-piperidyl]indazol-6-yl]-3,4-dihydro-2H-pyridine-1-carboxylate C[C@@H]1CN(C(=CC1)C=1C=CC2=CN(N=C2C1)[C@@H]1[C@H](CN(CC1)C)C)C(=O)OC(C)(C)C |r|